tert-butyl 4-(6-{2,8-dimethylimidazo[1,2-b]pyridazin-6-yl}-1-oxophthalazin-2-yl)-2-ethylpiperidine-1-carboxylate CC=1N=C2N(N=C(C=C2C)C=2C=C3C=NN(C(C3=CC2)=O)C2CC(N(CC2)C(=O)OC(C)(C)C)CC)C1